[N+](=O)([O-])C=1C=CC(=NC1)C#CCO 3-(5-Nitropyridin-2-yl)prop-2-yn-1-ol